((7,9,9-trimethyl-1,4-dioxaspiro[4.5]decan-7-yl)methyl)-1H-benzo[d]imidazole-6-carbonitrile CC1(CC2(OCCO2)CC(C1)(C)C)CN1C=NC2=C1C=C(C=C2)C#N